2,2'-bis[bis(3,5-bis-trifluoromethylphenyl)phosphino]-1,1'-binaphthyl FC(C=1C=C(C=C(C1)C(F)(F)F)P(C1=C(C2=CC=CC=C2C=C1)C1=C(C=CC2=CC=CC=C12)P(C1=CC(=CC(=C1)C(F)(F)F)C(F)(F)F)C1=CC(=CC(=C1)C(F)(F)F)C(F)(F)F)C1=CC(=CC(=C1)C(F)(F)F)C(F)(F)F)(F)F